5-{2-[(3S,4S)-3-fluoropiperidin-4-yl]pyrazolo[4,3-d][1,3]thiazol-5-yl}-2,7-dimethylindazole F[C@H]1CNCC[C@@H]1N1N=C2C(N=C(S2)C2=CC3=CN(N=C3C(=C2)C)C)=C1